(4-aminopyrimidin-2-yl)-N,N,3-trimethyl-1H-pyrazole-1-sulfonamide NC1=NC(=NC=C1)C=1C(=NN(C1)S(=O)(=O)N(C)C)C